BrC=1C(=NC(=NC1)NC=1C=CC=2C(N1)=CN(N2)CC)NC2=C(C=CC=C2)S(=O)(=O)C(C)C 5-bromo-N2-(2-ethylpyrazolo[4,3-b]pyridin-5-yl)-N4-(2-isopropylsulfonylphenyl)pyrimidine-2,4-diamine